CN(C1CCN(CC1)C1=CC2=C(CC(O2)(C)C)C=C1NC(=O)C=1C=NN2C1N=CC=C2)C N-[6-[4-(dimethylamino)-1-piperidyl]-2,2-dimethyl-3H-benzofuran-5-yl]pyrazolo[1,5-a]pyrimidine-3-carboxamide